2'-fluoro-3'-nitro-[1,1':2',1'':2'',1'''-quaterphenyl]-2-amine FC1(C(=CC=CC1[N+](=O)[O-])C=1C(=CC=CC1)N)C=1C(=CC=CC1)C1=CC=CC=C1